COC1(COCCC1)C(N1C[C@@H]2[C@H](C1)CC(C2)NC=2N=NC(=CC2)C2=C(C(=CC(=C2)F)F)F)([2H])[2H] (3aR,5s,6aS)-2-((3-methoxytetrahydro-2H-pyran-3-yl)methyl-d2)-N-(6-(2,3,5-trifluorophenyl)pyridazin-3-yl)octahydrocyclopenta[c]pyrrol-5-amine